2-(o-chlorophenyl)-4,5-bis(m-methoxyphenyl)-imidazole ClC1=C(C=CC=C1)C=1NC(=C(N1)C1=CC(=CC=C1)OC)C1=CC(=CC=C1)OC